C(C(C)C)N(CC(C)C)[SiH2]F di-isobutylaminofluorosilane